2-(((1S*,3R*)-2,2-difluoro-3-(hydroxymethyl)cyclopropyl)methyl)isoindoline-1,3-dione FC1([C@@H]([C@@H]1CO)CN1C(C2=CC=CC=C2C1=O)=O)F |o1:2,3|